C(C1=CC=CC=C1)N1C=NC(=C1N1N=C(N=C1)C1=CC(=CC(=C1)C(F)(F)F)C(F)(F)F)[N+](=O)[O-] 1-(1-benzyl-4-nitro-1H-imidazol-5-yl)-3-(3,5-bis(trifluoromethyl)phenyl)-1H-1,2,4-triazole